5-{2-acetamidoimidazo[1,2-b]pyridazin-6-yl}-3-fluoro-N-[(1S)-1-[2-fluoro-5-(trifluoromethoxy)phenyl]ethyl]-2-methylbenzamide C(C)(=O)NC=1N=C2N(N=C(C=C2)C=2C=C(C(=C(C(=O)N[C@@H](C)C3=C(C=CC(=C3)OC(F)(F)F)F)C2)C)F)C1